ClCC1OCCCCO1 2-chloromethyl-1,3-dioxepane